2-(Pyrazolo[1,5-a]pyridin-3-yl)ethan-1-amine N1=CC(=C2N1C=CC=C2)CCN